benzyl 4-(5-(3-hydroxypropyl)-3-methyl-1H-pyrazol-4-yl)-3,6-dihydropyridine-1(2H)-carboxylate OCCCC1=C(C(=NN1)C)C=1CCN(CC1)C(=O)OCC1=CC=CC=C1